(2R,4R)-1-(3-chloro-2-fluorobenzyl)-2-methyl-4-((3-methyl-6-((5-methyl-1H-pyrazol-3-yl)amino)pyrazin-2-yl)methyl)piperidine-4-carboxylic acid ClC=1C(=C(CN2[C@@H](C[C@@](CC2)(C(=O)O)CC2=NC(=CN=C2C)NC2=NNC(=C2)C)C)C=CC1)F